ClC1=C(C=CC=C1)CC(=O)NC1=CC(=C(C=C1)C=1C=NN(C1)C)S(N=CN(C)C)(=O)=O 2-(2-Chlorophenyl)-N-[3-{[(dimethylamino)methylene]sulfamoyl}-4-(1-methyl-1H-pyrazol-4-yl)phenyl]acetamide